4-Propylpyridin C(CC)C1=CC=NC=C1